BrC1=NC=CC(=C1F)CNCCN1CCOCC1 N-((2-bromo-3-fluoropyridin-4-yl)methyl)-2-morpholinoethylamine